pyrancarbonyl-oxygen O1C(C=CC=C1)C(=O)[O]